COC=1C=C(C=C(C1OC)OC)N1C=NC(=C1)N 1-(3,4,5-trimethoxyphenyl)-1H-imidazol-4-amine